C(CN1C(=NC2=C1C=CC(=C2OC)C(=O)N)C2=C(C=CC=C2F)C#N)N2C(=NC1=C2C=CC(=C1OC)C(=O)N)C1=C(C=CC=C1F)C#N 1,1'-(Ethane-1,2-diyl)bis(2-(2-cyano-6-fluorophenyl)-4-methoxy-1H-benzo[d]imidazole-5-carboxamide)